FS(C=1C=C2C=CNC2=CC1)(F)(F)(F)F 5-(pentafluoro-λ6-sulfanyl)-1H-indole